3-(8-chloro-1,3,4,5-tetrahydro-2H-pyrido[4,3-b]indol-2-yl)-1-morpholinopropan-1-one ClC1=CC=2C3=C(NC2C=C1)CCN(C3)CCC(=O)N3CCOCC3